(3-(4,4-bis(methoxymethyl)-cyclohexyl)-2-((methyl(2-(methylamino)ethyl)amino)-methyl)-6,7-dihydropyrazolo-[1,5-a]pyrazin-5(4H)-yl)(3-(trifluoromethyl)cyclobutyl)-methanone COCC1(CCC(CC1)C=1C(=NN2C1CN(CC2)C(=O)C2CC(C2)C(F)(F)F)CN(CCNC)C)COC